tert-butyl 4-[6-[2-cyano-3-[[ethyl(methyl)sulfamoyl]amino]-6-fluoro-phenoxy]-4-oxo-quinazolin-3-yl]butanoate C(#N)C1=C(OC=2C=C3C(N(C=NC3=CC2)CCCC(=O)OC(C)(C)C)=O)C(=CC=C1NS(N(C)CC)(=O)=O)F